7-amino-6-hydroxy-heptanoic acid NCC(CCCCC(=O)O)O